4-(4-(6-(4-(4-isopropylpiperazin-1-yl)phenyl)-1-methyl-2-(1-(methylsulfonyl)piperidin-4-yl)-1H-benzo[d]imidazol-4-yl)benzyl)morpholine C(C)(C)N1CCN(CC1)C1=CC=C(C=C1)C=1C=C(C2=C(N(C(=N2)C2CCN(CC2)S(=O)(=O)C)C)C1)C1=CC=C(CN2CCOCC2)C=C1